[Si](C1=CC=CC=C1)(C1=CC=CC=C1)(C(C)(C)C)OCC1CN(C1)C=1C=C(C=2N(N1)C(=CN2)C(F)(F)F)NCC2=NC1=C(N2)C=C(C(=C1)Cl)Cl 6-(3-(((tert-butyldiphenylsilyl)oxy)methyl)azetidin-1-yl)-N-((5,6-dichloro-1H-benzo[d]imidazol-2-yl)methyl)-3-(trifluoromethyl)imidazo[1,2-b]pyridazin-8-amine